(4-(4-(6-((6-acetyl-8-cyclopentyl-5-methyl-7-oxo-7,8-dihydropyrido[2,3-d]pyrimidin-2-yl)amino)pyridin-3-yl)-piperazin-1-yl)-4-oxobutanoylamino)-N-(4,5-dimethylthiazol-2-yl)benzamide C(C)(=O)C1=C(C2=C(N=C(N=C2)NC2=CC=C(C=N2)N2CCN(CC2)C(CCC(=O)NC2=C(C(=O)NC=3SC(=C(N3)C)C)C=CC=C2)=O)N(C1=O)C1CCCC1)C